ClC1=C(C=C(C=C1)O)[C@@H]1COCCCN1 |r| (+/-)-4-chloro-3-(1,4-oxazepan-3-yl)phenol